[P@](OCC1C2=CC=CC=C2C=2C=CC=CC12)(O[C@@H](C)C1=[NH+]C=CC(=C1)OCCC)([O-])=S O-((9H-fluoren-9-yl)methyl) O-((S)-1-(4-propoxypyridin-1-ium-2-yl)ethyl) (S)-phosphorothioate